2-(N-METHYLAMINO)-2-METHYLPROPIONIC ACID CNC(C(=O)O)(C)C